niobium (IV) telluride [Te-2].[Nb+4].[Te-2]